N-[2-(2H-1,3-benzodioxol-5-yl)ethyl]-5'-chloro-7'-oxo-7',8'-dihydro-6'H-spiro[cyclohexane-1,9'-furo[2,3-f]quinazoline]-2'-carboxamide O1COC2=C1C=CC(=C2)CCNC(=O)C2=CC=1C(=C3C4(NC(NC3=C(C1)Cl)=O)CCCCC4)O2